(S)-2-((((9H-fluoren-9-yl)methoxy)carbonyl)amino)-3-(6-cyano-5-methyl-pyridin-3-yl)propionic acid C1=CC=CC=2C3=CC=CC=C3C(C12)COC(=O)N[C@H](C(=O)O)CC=1C=NC(=C(C1)C)C#N